(4-((5H-pyrido[3,2-b]indol-5-yl)methyl)-2-chlorobenzyl)phosphonic acid N1=CC=CC=2N(C=3C=CC=CC3C21)CC2=CC(=C(CP(O)(O)=O)C=C2)Cl